P(=O)(OC[C@H]1O[C@@]([C@@H]([C@@H]1O)O)(C#N)C1=CC=C2C(=NC=NN21)N)(O[C@H](COCCCCCCCCCCCCCCCCCC)CC2=CC=CC=C2)O ((2R,3S,4R,5R)-5-(4-aminopyrrolo[2,1-f][1,2,4]triazin-7-yl)-5-cyano-3,4-dihydroxytetrahydrofuran-2-yl)methyl ((S)-1-(octadecyloxy)-3-phenylpropan-2-yl) hydrogen phosphate